2-bromo-6-(methoxycarbonyl)tetrahydro-2H-Pyran-3,4,5-triacetic acid BrC1OC(C(C(C1CC(=O)O)CC(=O)O)CC(=O)O)C(=O)OC